(3Z,6Z)-3-benzylidene-6-[(5-tert-butyl-1H-imidazol-1-yl)deuteromethylene]piperazine-2,5-dione C(/C1=CC=CC=C1)=C/1\C(N\C(\C(N1)=O)=C(\[2H])/N1C=NC=C1C(C)(C)C)=O